N-(2,6-dichlorophenyl)-4-methoxy-2-((3-methyl-4-((1-methylpyrrolidin-3-yl)oxy)phenyl)amino)pyrimidine-5-carboxamide ClC1=C(C(=CC=C1)Cl)NC(=O)C=1C(=NC(=NC1)NC1=CC(=C(C=C1)OC1CN(CC1)C)C)OC